C1(=CC=CC=C1)C1=CC=C(C=C1)N[C@@H](C)C(=O)O (4-phenylphenyl)alanine